FC1=CC(=C(C(=O)OC)C=C1F)NC1=C(C(=C(C=C1)OC(F)(F)F)F)C=O Methyl 4,5-difluoro-2-((3-fluoro-2-formyl-4-(trifluoromethoxy)phenyl)-amino)-benzoate